3-(1-cyclopropyl-4-fluorobutyl)-1-ethyl-1-((S)-2,2,2-trifluoro-1-(5-methoxy-4-(8-methoxy-2-methylimidazo[1,2-a]pyrazin-6-yl)pyridin-2-yl)ethyl)urea C1(CC1)C(CCCF)NC(N([C@H](C(F)(F)F)C1=NC=C(C(=C1)C=1N=C(C=2N(C1)C=C(N2)C)OC)OC)CC)=O